5-(2-methylpropanoyl)-7-(trimethylsilylethoxymethyl)-7H-pyrrolo[2,3-d]Pyrimidine CC(C(=O)C1=CN(C=2N=CN=CC21)COCC[Si](C)(C)C)C